7,8-dihydro-6H-cyclopenta[g]isoquinolin C1=NC=CC2=CC3=C(C=C12)CCC3